6-ethyl-5-[2-(3-pyridyl)phenyl]pyridin-2-amine C(C)C1=C(C=CC(=N1)N)C1=C(C=CC=C1)C=1C=NC=CC1